N-(4-(2,5-difluorophenyl)-2-(3,3-difluoropyrrolidin-1-yl)pyridin-3-yl)pyrimidine-5-carboxamide FC1=C(C=C(C=C1)F)C1=C(C(=NC=C1)N1CC(CC1)(F)F)NC(=O)C=1C=NC=NC1